3-[[(1S)-1-[3-[3-(3-chlorophenyl)-1,2-oxazol-5-yl]phenyl]ethyl]sulfanyl]-4-methyl-4H-1,2,4-triazole ClC=1C=C(C=CC1)C1=NOC(=C1)C=1C=C(C=CC1)[C@H](C)SC1=NN=CN1C